amino methyl-azetidine-1-carbonyl-azetidine-1-carboxylate CC1(N(CC1)C(=O)ON)C(=O)N1CCC1